(1S,5S)-N-(7-ethoxy-4-(1-methyl-3-phenyl-1H-pyrazol-4-yl)pyrido[3,2-d]pyrimidin-6-yl)-3-methyl-3-azabicyclo[3.1.0]hexane-1-carboxamide C(C)OC1=CC=2N=CN=C(C2N=C1NC(=O)[C@@]12CN(C[C@H]2C1)C)C=1C(=NN(C1)C)C1=CC=CC=C1